7-methyl-1-((3-((3R,5R)-5-phenyltetrahydrofuran-3-yl)-1,2,4-oxadiazol-5-yl)methyl)-1,7-dihydro-6H-purin-6-one CN1C=NC=2N=CN(C(C12)=O)CC1=NC(=NO1)[C@@H]1CO[C@H](C1)C1=CC=CC=C1